(6S)-6-tert-butyl-N-[(1R)-1-[4-(6-oxo-1H-pyridin-3-yl)phenyl]-3-pyrrolidin-1-ium-1-yl-propyl]-5,6,7,8-tetrahydrothieno[2,3-b]quinoline-2-carboxamide C(C)(C)(C)[C@@H]1CC=2C=C3C(=NC2CC1)SC(=C3)C(=O)N[C@H](CC[NH+]3CCCC3)C3=CC=C(C=C3)C3=CNC(C=C3)=O